BrC1=CC2=C(SC(=C2)C[C@H](C(=O)OC(C)(C)C)[C@@H]2CN(CC2)C(=O)OC(C)(C)C)C=C1 tert-butyl (R)-3-((S)-3-(5-bromobenzo[b]thiophene-2-yl)-1-(tert-butoxy)-1-oxopropane-2-yl)pyrrolidine-1-carboxylate